ClC=1C(=C2C=NNC2=CC1C)C1CCC2=C(N=C(N=C2N2C[C@@H](NCC2)CC#N)OC[C@H]2N(CCC2)C)O1 ((S)-4-(7-(5-Chloro-6-methyl-1H-indazol-4-yl)-2-(((S)-1-methylpyrrolidin-2-yl)methoxy)-6,7-dihydro-5H-pyrano[2,3-d]pyrimidin-4-yl)piperazin-2-yl)acetonitrile